C(C=C)(=O)OCCCOC1=C(C=C(C=C1)OCCCOC(C=C)=O)C 1,4-bis[3-(acryloyloxy)propoxy]-2-methylbenzene